5-bromo-4-fluoro-pyridine-2-amine BrC=1C(=CC(=NC1)N)F